2-[1-[4-[4-(4-chlorophenoxy)pyrimidin-2-yl]-2,6-difluoro-phenyl]-pyrrolidin-3-yl]acetic acid ClC1=CC=C(OC2=NC(=NC=C2)C2=CC(=C(C(=C2)F)N2CC(CC2)CC(=O)O)F)C=C1